CN1CC2=C(CC1)NC(=C2)C(=O)OCC ethyl 5-methyl-4,5,6,7-tetrahydro-1H-pyrrolo[3,2-c]pyridine-2-carboxylate